COC1=CC=C(C=C1)C1=NOC(=N1)N1CCC(CC1)C(=O)NC[C@@H]1CN(CC1)CC1CCN(CC1)C (R)-1-(3-(4-methoxyphenyl)-1,2,4-oxadiazol-5-yl)-N-((1-((1-methylpiperidin-4-yl)methyl)pyrrolidin-3-yl)methyl)piperidine-4-carboxamide